C12(CC3CC(CC(C1)C3)C2)NC2=N\C(\C(N2C)=O)=C/C=2C=C3C=NN(C3=CC2)C (5Z)-2-(1-Adamantylamino)-3-methyl-5-[(1-methylindazol-5-yl)methylene]imidazol-4-one